C1C(CC2=CC=CC=C12)NC1=NC=C(C=N1)C=1C(=NN(C1)CC(=O)OC(C)(C)C)C=O tert-butyl 2-(4-{2-[(2,3-dihydro-1H-inden-2-yl)amino]pyrimidin-5-yl}-3-formyl-1H-pyrazol-1-yl)acetate